ON[C@@H](CCCNC(N)=N)C(=O)O hydroxy-L-Arginine